CC(C1=CC(=CC=C1)C(F)(F)F)N alpha-methyl-3-(trifluoromethyl)benzylamine